ClC=1C=C(C=CC1)[C@@H](CC)O (R)-3-chlorophenylpropanol